FC(CCCN1CCC(CC1)CS(=O)(=O)N1[C@@H]2CC(C[C@H]1CC2)NC(OCC(Cl)(Cl)Cl)=O)(F)F 2,2,2-trichloroethyl (1S,3r,5R)-8-((1-(4,4,4-trifluorobutyl)piperidin-4-yl)methylsulfonyl)-8-aza-bicyclo[3.2.1]octan-3-ylcarbamate